FC=1C(=CC2=C(OCC(N2)=O)C1)C(=O)NC1=NC(=CC=C1)C1=NN=CN1C(CO)C 7-fluoro-N-(6-(4-(1-hydroxy-prop-2-yl)-4H-1,2,4-triazol-3-yl)pyridin-2-yl)-3-oxo-3,4-dihydro-2H-benzo[b][1,4]oxazine-6-carboxamide